(R)-6-(4-(2-oxo-3-(2-((6-oxo-5-(trifluoromethyl)-1,6-dihydropyridazin-4-yl)amino)ethoxy)pyrrolidin-1-yl)piperidin-1-yl)nicotinonitrile O=C1N(CC[C@H]1OCCNC=1C=NNC(C1C(F)(F)F)=O)C1CCN(CC1)C1=NC=C(C#N)C=C1